N1=CC(=CC=C1)CS(=O)(=O)N pyridin-3-yl-methane-sulfonamide